ClC=1C=C2C(C(=CN(C2=CC1N1C2(CC2CC1)COC1=NC=CC=C1Cl)C=1C=NC(=CC1)N1CC(C1)N(C)C)C(=O)O)=O 6-chloro-7-(1-(((3-chloropyridin-2-yl)oxy)methyl)-2-azabicyclo[3.1.0]hexan-2-yl)-1-(6-(3-(dimethylamino)azetidin-1-yl)pyridin-3-yl)-4-oxo-1,4-dihydroquinoline-3-carboxylic acid